C(N)(=N)C=1C=C(SC1)[C@@H](C)NC(=O)[C@H]1N(C[C@@H](C1)C)C(CNC(C1=CC=C(C=C1)OC1=CC=C(C=C1)F)=O)=O (2S,4R)-N-((R)-1-(4-carbamimidoylthiophen-2-yl)ethyl)-1-((4-(4-fluorophenoxy)benzoyl)glycyl)-4-methylpyrrolidine-2-carboxamide